(R)-7-chloro-1-(2-methylthiophene-3-yl)-1,2,3,4-tetrahydroisoquinoline hydrochloride Cl.ClC1=CC=C2CCN[C@H](C2=C1)C1=C(SC=C1)C